3-(3-{4-[(2S)-2,4-dimethylpiperazine-1-carbonyl]phenyl}-1,2-oxazol-5-yl)-5-fluoro-6-(2-methoxyethoxy)-1H-indazole C[C@@H]1N(CCN(C1)C)C(=O)C1=CC=C(C=C1)C1=NOC(=C1)C1=NNC2=CC(=C(C=C12)F)OCCOC